ClC1=CC=CC2=C1S(CC1=C2N(N=C1C(=S)N1CCOCC1)C1=CC=C(C=C1)CN1CCOCC1)(=O)=O (6-chloro-1-(4-(morpholinomethyl)phenyl)-5,5-dioxido-1,4-dihydrothiochromeno[4,3-c]pyrazol-3-yl)(morpholino)methanethione